3-phenyl-2-propenenitrile C1(=CC=CC=C1)C=CC#N